Ammonium chlorat Cl(=O)(=O)[O-].[NH4+]